3-FLUORO-DL-VALINE FC([C@H](N)C(=O)O)(C)C |r|